N1(CCNCC1)C1=NC2=CC=CC=C2C=C1 (piperazin-1-yl)quinoline